ClC=1C=C2C(=C(C(N3C2=C(C1C1=C(C=CC=C1O)F)OCC3)=O)C#N)N3[C@H](CN(CC3)C(=O)OC(C)(C)C)C (3S)-tert-butyl 4-(9-chloro-6-cyano-10-(2-fluoro-6-hydroxyphenyl)-5-oxo-3,5-dihydro-2H-[1,4]oxazino[2,3,4-ij]quinolin-7-yl)-3-methylpiperazine-1-carboxylate